(S)-5-[2-(2,2-difluoroethoxy)-3,3,3-trifluoro-propoxy]-3-methyl-N-(4-methyl-1,1-dioxo-thian-4-yl)imidazo[4,5-b]pyridine-2-carboxamide FC(CO[C@@H](COC1=CC=C2C(=N1)N(C(=N2)C(=O)NC2(CCS(CC2)(=O)=O)C)C)C(F)(F)F)F